FC=1C=C(C=C(C1)F)B(O)O 3,5-difluoro-phenylboronic acid